N1(CCC1)C(=O)[O-] 1-azetidinecarboxylate